(Z)-1-acetyl-2-((6-((((2SR,6SR)-2,6-dimethyltetra-hydro-2H-pyran-4-yl)amino)meth-yl)quinolin-2-yl)-methylene)indolin-3-one C(C)(=O)N1\C(\C(C2=CC=CC=C12)=O)=C/C1=NC2=CC=C(C=C2C=C1)CNC1C[C@@H](O[C@H](C1)C)C |r|